C(C)C1=NN2C(C=C(C=C2C)N2CC3(C2)CN(C3)C(=O)C3COC3)=C1N(C=1SC(=C(N1)C1=CC=C(C=C1)F)C#N)C 2-((2-ethyl-7-methyl-5-(6-(oxetan-3-carbonyl)-2,6-diazaspiro[3.3]heptan-2-yl)pyrazolo[1,5-a]pyridin-3-yl)(methyl)amino)-4-(4-fluorophenyl)thiazole-5-carbonitrile